C(C)C(CC1=C(C(=O)C2=CC=C(C=C2)C2=CC=CC=C2)C=CC=C1)CCCC 2-ethyl-hexyl-4'-phenylbenzophenone